OC=1C=C2CCN(C(C2=CC1)=O)C1=CC=C(C=C1)C 6-Hydroxy-2-(p-tolyl)-3,4-dihydroisoquinolin-1(2H)-one